C(C)OC(CCCCCCCCC1=NC=2NCCCC2C=C1)=O 9-(5,6,7,8-tetrahydro-1,8-naphthyridin-2-yl)nonanoic acid ethyl ester